C(C)(C)(C)OOC(C)(C)C1=C(C=CC=C1)C(C)(C)OOC(C)(C)C di[t-butylperoxyisopropyl]benzene